C(C)(C)(C)OC(=O)N1CCN(CC1)C1=NC2=C(C(=C(C=C2C(=N1)N1C[C@H]2CC[C@@H](C1)N2C(=O)OC(C)(C)C)Cl)C2=CC(=CC1=CC=CC=C21)O)F tert-Butyl (1R,5S)-3-((R or S)-2-(4-(tert-butoxycarbonyl) piperazin-1-yl)-6-chloro-8-fluoro-7-(3-hydroxynaphthalen-1-yl)quinazolin-4-yl)-3,8-diazabicyclo[3.2.1]octane-8-carboxylate